CNC(OCC1=CC=CC=C1)=O Benzyl N-methyl-carbamate